C(C)(C)(C)[Si](OCC\C=C\C1=CC=CC=C1)(C)C (E)-tert-butyldimethyl-(4-phenylbut-3-enyloxy)silane